C(CCCCCC)C(=O)CCCCCCCCCCCCCCCCCCCC n-eicosyl heptyl ketone